O=S1(CC(C1)NC(COC=1C=CC=C2C(=NN(C12)C)C1C(NC(CC1)=O)=O)=O)=O N-(1,1-dioxidothietan-3-yl)-2-((3-(2,6-dioxopiperidin-3-yl)-1-methyl-1H-indazol-7-yl)oxy)acetamide